(R)-N-(6-methoxy-2,3-dihydro-1H-inden-1-yl)-2-(piperazin-1-yl)benzo[d]thiazole-6-carboxamide COC1=CC=C2CC[C@H](C2=C1)NC(=O)C1=CC2=C(N=C(S2)N2CCNCC2)C=C1